C(C)S ethyl-sulfane